2-(4-(4-(2,4-dioxotetrahydropyrimidin-1(2H)-yl)-2-((fluorosulfonyl)oxy)phenyl)piperazin-1-yl)acetic acid O=C1N(CCC(N1)=O)C1=CC(=C(C=C1)N1CCN(CC1)CC(=O)O)OS(=O)(=O)F